NC1CN(CCC1)CC 1-(3-aminopiperidin-1-yl)ethane